[Cl-].[C@@H]1(OCCN2N=C3C=CC=CC3=C21)[C@H]2[NH2+]CCOC2 |r| (+/-)-(S)-3-((R)-3,4-dihydro-1H-[1,4]oxazino[4,3-b]indazol-1-yl)morpholin-4-ium chloride